C(CCCCC)OC(C)=O.C(CCCCC)OC(C)=O.CN(C)C(N(C)C)[SiH2]C1=CC(=CC=C1)C=C bis(dimethylamino)methyl-(3-vinylphenyl)silane hexyl-acetate Hexyl-Acetate